rac-ethyl (1R,2R)-2-(2',6'-difluoro[1,1'-biphenyl]-2-yl)cyclopropane-1-carboxylate FC1=C(C(=CC=C1)F)C1=C(C=CC=C1)[C@H]1[C@@H](C1)C(=O)OCC |r|